NC1CC2CN(C(C1)C2)C(=O)[O-] 3-amino-6-azabicyclo[3.2.1]octane-6-carboxylate